(R)-N-(1-(4-fluorophenyl)propyl)-3-(trifluoromethyl)-[1,2,4]triazolo[4,3-b]pyridazin-6-amine FC1=CC=C(C=C1)[C@@H](CC)NC=1C=CC=2N(N1)C(=NN2)C(F)(F)F